CN(CC(=O)N1CC(N(CC1)C=1SC2=C(N1)C(=C(N2)C=2C=C(C=1N(C2)N=CN1)C)C(C)C)C)C 2-(dimethylamino)-1-(4-(6-isopropyl-5-(8-methyl-[1,2,4]triazolo[1,5-a]pyridin-6-yl)-4H-pyrrolo[3,2-d]thiazol-2-yl)-3-methylpiperazin-1-yl)ethan-1-one